N-[(1S)-1-[3-(2-aminopyrimidin-5-yl)phenyl]ethyl]-2-methyl-6-(1-methyl-1H-indol-6-yl)pyrimidin NC1=NC=C(C=N1)C=1C=C(C=CC1)[C@H](C)N1C(N=CC=C1C1=CC=C2C=CN(C2=C1)C)C